C1(CC1)C=1C2=C(N=NC1C1=C(C=C(C#N)C=C1)O)N(C=N2)[C@H]2CN(CCC2)C 4-[4-cyclopropyl-7-[(3R)-1-methyl-3-piperidyl]imidazo[4,5-c]pyridazin-3-yl]-3-hydroxy-benzonitrile